N-(4-(7-(((1r,4r)-4-(dimethylamino)cyclohexyl)amino)-1-isopropyl-2-oxo-1,4-dihydropyrimido[4,5-d]pyrimidin-3(2H)-yl)-2-fluorophenyl)-1-(5-fluoropyridin-2-yl)methanesulfonamide CN(C1CCC(CC1)NC1=NC=C2C(=N1)N(C(N(C2)C2=CC(=C(C=C2)NS(=O)(=O)CC2=NC=C(C=C2)F)F)=O)C(C)C)C